N-(6,6-difluorospiro[3.3]heptan-2-yl)-5-(3-(2-methoxyethyl)-2-methyl-3H-imidazo[4,5-b]pyridin-5-yl)pyrrolo[2,1-f][1,2,4]triazin-2-amine FC1(CC2(CC(C2)NC2=NN3C(C=N2)=C(C=C3)C3=CC=C2C(=N3)N(C(=N2)C)CCOC)C1)F